COCOC1=C(C=C(C=C1)N1CCOCC1)B1OC(C(O1)(C)C)(C)C 4-(4-(methoxymethoxy)-3-(4,4,5,5-tetramethyl-1,3,2-dioxaborolan-2-yl)phenyl)morpholine